bis-urethane acrylate C(C=C)(=O)O.NC(=O)OCC.NC(=O)OCC